1-(6-cyano-2-(o-tolyl)-6,7-dihydro-5H-pyrrolo[3,4-d]pyrimidin-4-yl)pyrrolidine-2-carboxamide Calcium Fluoride [F-].[Ca+2].C(#N)N1CC=2N=C(N=C(C2C1)N1C(CCC1)C(=O)N)C1=C(C=CC=C1)C.[F-]